5-(4-(3-aminobenzyl)piperazin-1-yl)-N,6-dimethylpicolinamide NC=1C=C(CN2CCN(CC2)C=2C=CC(=NC2C)C(=O)NC)C=CC1